CIS-2-(1-(cyclobutylmethyl)-8-(dimethylamino)-8-(4-fluorophenyl)-2-oxo-1,3-diazaspiro[4.5]decan-3-yl)acetic acid trifluoroacetate FC(C(=O)O)(F)F.C1(CCC1)CN1C(N(CC12CCC(CC2)(C2=CC=C(C=C2)F)N(C)C)CC(=O)O)=O